O1COC2=C1C=CC(=C2)NC2=NC=C(C(=N2)N)C(F)(F)F N2-(benzo[d][1,3]dioxol-5-yl)-5-(trifluoromethyl)pyrimidine-2,4-diamine